(-)-tert-butyl (trans,trans)-3-(hydroxymethyl)-4-[3-(2-methoxyethoxy) phenyl]-2-methylpiperidine-1-carboxylate OCC1C(N(CCC1C1=CC(=CC=C1)OCCOC)C(=O)OC(C)(C)C)C